imidazo[1,5-a]pyridin C=1N=CN2C1C=CC=C2